C(\C=C\C(=O)O)(=O)O.NN Hydrazine fumarate